NC1=CC(=C(C(=O)N2CCCC(C3=C2C=CC(=C3)Cl)=O)C=C1)C 1-(4-amino-2-methylbenzoyl)-7-chloro-5-oxo-2,3,4,5-tetrahydro-1H-1-benzazepine